racemic-4-(((3S,4R)-4-(4-cyanophenyl)-1-methylpyrrolidin-3-yl)methyl)-5,7-dimethyl-1H-indole-1-carboxylic acid tert-butyl ester C(C)(C)(C)OC(=O)N1C=CC2=C(C(=CC(=C12)C)C)C[C@@H]1CN(C[C@H]1C1=CC=C(C=C1)C#N)C |r|